NC=1C(=NC(=NC1C1=C2C=NNC2=CC=C1C)C=1C(=NC=C(C1)F)F)C(=O)N 5-amino-2-(2,5-difluoro-3-pyridyl)-6-(5-methyl-1H-indazol-4-yl)pyrimidine-4-carboxamide